C(C1=CC=CC=C1)N1C(C2(CC1)CC(CCC2)O[Si](C2=CC=CC=C2)(C2=CC=CC=C2)C(C)(C)C)=O 2-benzyl-7-((tert-butyldiphenylsilyl)oxy)-2-azaspiro[4.5]decan-1-one